5-(3,5-difluoropyridin-2-yl)-1-methyl-1H-pyrrole-3-carboxylic acid FC=1C(=NC=C(C1)F)C1=CC(=CN1C)C(=O)O